C(C)(C)OCC(=O)N(C)OC 2-isopropoxy-N-methoxy-N-methyl-acetamide